Dicyclopentadienedimethanol C1CC2C3CC(C2C1CO)CC3CO